FC1(CCNCC1)CCN1[C@H](CN(CC1)C1=CC(=NC=N1)C=1NN=C2C=CC(=CC12)OC1(CC1)C)C 3-[6-[(3S)-4-[2-(4-fluoro-4-piperidinyl)ethyl]-3-methyl-piperazin-1-yl]pyrimidin-4-yl]-5-(1-methylcyclopropoxy)-2H-indazole